C(C)OC(=O)C1=C(C2=C(N1)C1=CC=CC=C1C2(C)C)C 3,4,4-trimethyl-1,4-dihydroindeno[1,2-b]pyrrole-2-carboxylic acid ethyl ester